C(C)(C)(C)OC(=O)N1[C@@H](C[C@H](C1)F)C(C(C(=O)OCC)N1N=C2C(=C(C=C(C2=C1)C)Br)C)=O (2S,4R)-2-(2-(6-bromo-4,7-dimethyl-2H-indazol-2-yl)-3-ethoxy-3-oxopropionyl)-4-fluoropyrrolidine-1-carboxylic acid tert-butyl ester